FC1=CC=C(CC2=CC3=C(OCC(N3)C)N=C2C(=O)O)C=C1 7-(4-fluorobenzyl)-2-methyl-2,3-dihydro-1H-pyrido[2,3-b][1,4]oxazine-6-carboxylic acid